C1(=CC=CC2=CC3=CC=C4C=C5C=CC=CC5=CC4=C3C=C12)OCNC1=NC(=NC(=N1)N)N N''-pentaphenoxymethyl-[1,3,5]triazine-2,4,6-triamine